phenyl-silyl-phosphine C1(=CC=CC=C1)P[SiH3]